CN(C1=CC(=NC=C1)N1N=C(C(=C1C)C)C)C N,N-dimethyl-2-(3,4,5-trimethyl-1H-pyrazol-1-yl)pyridin-4-amine